9-((1r,4r)-4-((tert-butyldiphenylsilyl)oxy)cyclohexyl)-N-(7-methyl-[1,2,4]triazolo[1,5-a]pyridin-6-yl)-9H-imidazo[2,1-f]purin-2-amine [Si](C1=CC=CC=C1)(C1=CC=CC=C1)(C(C)(C)C)OC1CCC(CC1)N1C=2N=C(N=CC2N2C1=NC=C2)NC=2C(=CC=1N(C2)N=CN1)C